FC(C(=O)O)(F)F.C(#N)C=1C=NC2=CC=C(C=C2C1N1CCNCC1)C=1C=C(C(=NC1)OC)NS(=O)(=O)C1=C(C=CC=C1F)F N-(5-(3-cyano-4-(piperazin-1-yl)quinolin-6-yl)-2-methoxypyridin-3-yl)-2,6-difluorobenzenesulfonamide trifluoroacetate